NC1=C2C(=NC=N1)N(N=C2C2=NOC(=C2C2=NC=C(C(=N2)C)C2CCN(CC2)C(=O)OC2CC1(C2)CC(C1)C(=O)OC)C1CC1)C(C)C (6-methoxycarbonylspiro[3.3]heptan-2-yl) 4-[2-[3-(4-amino-1-isopropyl-pyrazolo[3,4-d]pyrimidin-3-yl)-5-cyclopropyl-isoxazol-4-yl]-4-methyl-pyrimidin-5-yl]piperidine-1-carboxylate